5-isopropyl-N-(4-methoxybenzyl)-8-(3-((methylsulfonyl)methyl)azetidin-1-yl)isoquinolin-3-amine C(C)(C)C1=C2C=C(N=CC2=C(C=C1)N1CC(C1)CS(=O)(=O)C)NCC1=CC=C(C=C1)OC